COC=1C=C(C=C(C1OC)OC)C=1NC=NN1 5-(3,4,5-trimethoxyphenyl)-4H-1,2,4-triazole